(S)-3-(1H-Benzo[d]imidazol-6-yl)-4-phenyloxazolidin-2-on N1C=NC2=C1C=C(C=C2)N2C(OC[C@@H]2C2=CC=CC=C2)=O